1-ethyl-3-methylimidazolium trifluoromethane-sulfonate FC(S(=O)(=O)[O-])(F)F.C(C)N1C=[N+](C=C1)C